5-(4-(5-fluoro-1-methyl-1H-indol-3-yl)piperidin-1-yl)-2-morpholinobenzo[d]oxazole FC=1C=C2C(=CN(C2=CC1)C)C1CCN(CC1)C=1C=CC2=C(N=C(O2)N2CCOCC2)C1